C[C@H]1C(C(N(C1)C(=O)OC(C)(C)C)=O)=C tert-butyl (S)-4-methyl-3-methylidene-2-oxopyrrolidine-1-carboxylate